FC(C1=C(C=C(C=C1)C=1N=C(SC1F)NS(=O)(=O)C1=NC=C(C=C1C)NCC1=C(C(=CC=C1)OC)O)F)F N-(4-(4-(difluoromethyl)-3-fluorophenyl)-5-fluorothiazol-2-yl)-5-((2-hydroxy-3-methoxybenzyl)amino)-3-methylpyridine-2-sulfonamide